N-(7-fluoro-2-hydroxy-3-methyl-2,3-dihydro-1H-inden-1-yl)-6-(1H-pyrrolo[2,3-b]pyridin-4-yl)nicotinamide FC=1C=CC=C2C(C(C(C12)NC(C1=CN=C(C=C1)C1=C2C(=NC=C1)NC=C2)=O)O)C